[(1S)-1-[2-(5-chloropyrimidin-2-yl)-5-methyl-1,2,4-triazol-3-yl]ethyl]ammonium chloride [Cl-].ClC=1C=NC(=NC1)N1N=C(N=C1[C@H](C)[NH3+])C